ClC1=CN=CC2=CC=C(C=C12)\C=C\OCC (E)-4-chloro-6-(2-ethoxyvinyl)isoquinoline